O.O.C(CN(CC(=O)O)CC(=O)O)N(CC(=O)O)CC(=O)O.[Na].[Na] di-sodium ethylenediaminetetraacetic acid dihydrate